N1C(C=NC(C2=C1C=CC=C2)=O)=O 1,4-benzodiazepine-2,5-dione